O\C=C\1/C(OCC1)=O (Z)-3-(hydroxymethylene)dihydrofuran-2(3H)-one